4-(3-((8-methoxy-2-(4-methoxyphenyl)-2,3-dihydrobenzo[b][1,4]dioxin-6-yl)methyl)-3H-imidazo[4,5-b]pyridin-6-yl)-2-methylbut-3-yn-2-amine COC1=CC(=CC2=C1OC(CO2)C2=CC=C(C=C2)OC)CN2C=NC=1C2=NC=C(C1)C#CC(C)(N)C